8-benzyl-8-azabicyclo[3.2.1]octan-3-one C(C1=CC=CC=C1)N1C2CC(CC1CC2)=O